C(C)(C)(C)OC(CC1=C(OCC=2OC3=C(C2)C=C(C=C3I)C(=O)OC)C=CC=C1)=O methyl 2-((2-(2-(tert-butoxy)-2-oxoethyl) phenoxy) methyl)-7-iodobenzofuran-5-carboxylate